S1C(=CC=C1)CNC([O-])=O N-(thiophen-2-ylmethyl)carbamate